Boc-1,4-butanediamine hydrochloride Cl.C(=O)(OC(C)(C)C)C(CCCN)N